Diglycidyl itaconate C(C(=C)CC(=O)OCC1CO1)(=O)OCC1CO1